C(C)(C)(C)C=1C(=C(C=C(C1)CCC(=O)OCCCCCCCC)C1=CC=C(C=C1)Cl)O 2-(3'-tert-butyl-2'-hydroxy-5'-(2-octyloxycarbonylethyl)phenyl)-5-chloro-benzene